39-fluoro-9-hydroxy-3-methoxy-7,15,21,28,29,32-hexaazaoctacyclo[25.5.2.22,5.17,9.116,21.122,26.015,19.030,34]nonatriaconta-1(32),2,4,22(35),23,25,27,30,33,38-decaen-6-one FC1=CC2=CC(=C1C1=NC=C3NN=C(C4=CC=CC(N5CC6CCC(N6CCCCCC6(CN(C2=O)C6)O)C5)=C4)C3=C1)OC